(R)-N-(1-METHYL-1H-INDAZOL-7-YL)-1-(1-METHYLPIPERIDIN-3-YL)-1H-PYRAZOLE-4-SULFONAMIDE CN1N=CC2=CC=CC(=C12)NS(=O)(=O)C=1C=NN(C1)[C@H]1CN(CCC1)C